BrC=1C(=NC=C(C1)C(F)(F)F)NS(=O)(=O)C1=CNC(=C1)C1=C(C=CC=C1)F N-[3-bromo-5-(trifluoromethyl)pyridin-2-yl]-5-(2-fluorophenyl)-1H-pyrrole-3-sulfonamide